O=C1CN(CC1)C(=O)OCC1=CC=CC=C1 benzyl 3-oxopyrrolidine-1-carboxylate